Br[C-]1CC=C(C=C1)C#CC1=CC=CC=C1 1-Bromo-4-phenylethynyl-benzeneid